C12(CC(C1)C2)CO bicyclo[1.1.1]pentanemethanol